3-amino-1-(2,2-dimethylpropyl)pyrazole-4-carboxylic acid ethyl ester C(C)OC(=O)C=1C(=NN(C1)CC(C)(C)C)N